3-[(1S,3R)-3-aminocyclohexyl]-N,N-dimethyl-[1,2,4]triazolo[4,3-a]pyridine-7-sulfonamide N[C@H]1C[C@H](CCC1)C1=NN=C2N1C=CC(=C2)S(=O)(=O)N(C)C